4-isocyanatocyclohexyl-methane N(=C=O)C1CCC(CC1)C